ClC=1C(=NC=CC1)C(=O)N1CC(CC1)C1=C(C=O)C=C(C=C1)OC (1-(3-chloropyridineformyl)pyrrolidin-3-yl)-5-methoxybenzaldehyde